(4-(3-hydroxyoxetan-3-yl)phenyl)(5-(4-(trifluoromethyl)phenoxy)-3,4,5,6-tetrahydrocyclopenta[c]pyrrol-2(1H)-yl)methanone OC1(COC1)C1=CC=C(C=C1)C(=O)N1CC2=C(C1)CC(C2)OC2=CC=C(C=C2)C(F)(F)F